O(C1=CC=C(C=C1)C=1NC2=CC(=CC=C2C1)C(=O)NC)C1=CC=C(C=C1)C=1NC2=CC(=CC=C2C1)C(=O)NC 2,2'-(oxybis(4,1-phenylene))bis(N-methyl-1H-indole-6-carboxamide)